8-Acetyl-4-[(2R)-3-(3,4-dihydro-1H-isoquinolin-2-yl)-2-hydroxy-propyl]-2,3-dihydro-1,4-benzoxazepin-5-one C(C)(=O)C1=CC2=C(C(N(CCO2)C[C@@H](CN2CC3=CC=CC=C3CC2)O)=O)C=C1